tert-butyl 4-{2-bromo-4-[3-(1,3-dioxolan-2-yl)propoxy]phenyl}piperidine-1-carboxylate BrC1=C(C=CC(=C1)OCCCC1OCCO1)C1CCN(CC1)C(=O)OC(C)(C)C